NC(C(=O)N)C1=C2C(=CN=N1)C=NC=C2 amino-2-pyrido[3,4-d]pyridazin-1-yl-acetamide